[Cl-].C(CCCCC)N1C(=[N+](C=C1)C)C 1-hexyl-2,3-dimethylimidazolium chloride salt